thiodiethylene [3-(3,5-di-t-butyl-4-hydroxyphenyl) propionate] C(C)(C)(C)C=1C=C(C=C(C1O)C(C)(C)C)CCC(=O)O.S(C=C)C=C